C(C)(C)(C)C=1C=C(C2=C(N=C(O2)C2=CC=C(C(=O)O)C=C2)C1)C(C)(C)C 4-(5,7-di-tert-butylbenzo[d]oxazol-2-yl)benzoic acid